2'-bromo-7'-isopropyl-7'H-spiro[cyclopropane-1,6'-pyrazolo[1,5-a]pyrazin]-4'(5'H)-one BrC1=NN2C(C(NC3(C2C(C)C)CC3)=O)=C1